ClC1=C(C=2N=C(N=C(C2C=N1)N1CC2N(C(C1)C2)C(=O)OC(C)(C)C)OC([2H])([2H])C21CCCN1CCC2)F tert-butyl 3-(7-chloro-8-fluoro-2-((tetrahydro-1H-pyrrolizin-7a(5H)-yl) methoxy-d2) pyrido[4,3-d]pyrimidin-4-yl)-3,6-diazabicyclo[3.1.1]heptane-6-carboxylate